[Cl-].C(C1=CC=CC=C1)N1CSC(=C1C)CCO 3-benzyl-5-(2-hydroxyethyl)-4-methylthiazole chloride